OCCOCCOCCOCCOCCOC/C=C/C(=O)OC methyl (E)-4-[2-[2-[2-[2-(2-hydroxyethoxy)ethoxy]ethoxy]ethoxy]ethoxy]but-2-enoate